OC1=C2CN(C(C2=CC=C1)=O)C1C(NC(CC1)=O)=O 3-(4-hydroxy-1-oxoisoindoline-2-yl)-2,6-dioxopiperidine